BrC=1C(=CC(N(C1)[C@H](C(=O)N[C@@H](CC(=O)OCC)C=1C=C(C=C(C1F)C1CC1)C1=C(C=C(C=C1C)F)CCCCC=C)CC=C)=O)C(F)(F)F Ethyl (S)-3-((S)-2-(5-bromo-2-oxo-4-(trifluoromethyl)pyridin-1(2H)-yl)pent-4-enamido)-3-(5-cyclopropyl-4,4'-difluoro-2'-(hex-5-en-1-yl)-6'-methyl-[1,1'-biphenyl]-3-yl)propanoate